(3,5-Dichloro-4-(8-chloro-5-(2-methoxy-2-oxoethoxy)-2-methyl-4-oxo-1,6-naphthyridin-1(4H)-yl)phenyl)boronic acid ClC=1C=C(C=C(C1N1C(=CC(C2=C(N=CC(=C12)Cl)OCC(=O)OC)=O)C)Cl)B(O)O